tert-butyl (3S)-3-[[4-[6-cyano-7-methylsulfonyl-1-(2-trimethylsilylethoxymethyl) indol-3-yl]-5-ethyl-pyrimidin-2-yl]amino]piperidine-1-carboxylate C(#N)C1=CC=C2C(=CN(C2=C1S(=O)(=O)C)COCC[Si](C)(C)C)C1=NC(=NC=C1CC)N[C@@H]1CN(CCC1)C(=O)OC(C)(C)C